N[C@@H]1CN(CCC1)C1=C(C=NC(=C1)NC1=NC(=NC=C1)C1=C(C=C(C=C1OC)F)F)C#CC1(CCOCC1)O (S)-4-((4-(3-aminopiperidin-1-yl)-6-((2-(2,4-difluoro-6-methoxyphenyl)pyrimidin-4-yl)amino)pyridin-3-yl)ethynyl)tetrahydro-2H-pyran-4-ol